(1aS,5aS)-2-(5-Cyano-pyrazin-2-yl)-1a,2,5,5a-tetrahydro-1H-2,3-diaza-cyclopropa[a]pentalene-4-carboxylic acid (2-hydroxy-1,1-dimethyl-ethyl)-amide OCC(C)(C)NC(=O)C=1C=2C[C@H]3[C@@H](C2N(N1)C1=NC=C(N=C1)C#N)C3